tert-butyl 4-(1-methyl-6-oxo-1,6-dihydropyridazin-4-yl)-2,3-dihydro-1H-pyrrole-1-carboxylate CN1N=CC(=CC1=O)C=1CCN(C1)C(=O)OC(C)(C)C